C(CCCC\C=C/C\C=C/C\C=C/CCCCC)C(O)CCCCC\C=C/C\C=C/C\C=C/CCCCC di-γ-Linolenyl-Methanol